tert-butyl N-[(1R)-1-[[2-chloro-4-[[4-[1-methyl-4-(trifluoromethyl)imidazol-2-yl]phenyl]methoxy]pyrimidin-5-yl]oxymethyl]-2,2,2-trifluoro-ethyl]carbamate ClC1=NC=C(C(=N1)OCC1=CC=C(C=C1)C=1N(C=C(N1)C(F)(F)F)C)OC[C@H](C(F)(F)F)NC(OC(C)(C)C)=O